BrC1=C(C(=C(C=C1OC)OC)Br)O 2,6-Dibromo-3,5-dimethoxyphenol